C(C)(C)(C)OC(=O)NC1CC(C1)OCCN(C(OCC1=CC=CC=C1)=O)C Benzyl N-[2-[3-(tert-butoxycarbonylamino)cyclobutoxy]ethyl]-N-methyl-carbamate